CN(C)CC1CN(C1)C(=O)N1CC(C1)NC(OCC1=CC=CC=C1)=O benzyl (1-{3-[(dimethylamino)methyl]azetidine-1-carbonyl}azetidin-3-yl)carbamate